CC1(CCC=2C1=NC1=C(C2NC(=O)N=[S@](=O)(N)C=2SC(=CC2F)C(C)(C)O)CCC1)C (R)-N'-((3,3-dimethyl-1,2,3,5,6,7-hexahydrodicyclopenta[b,e]pyridin-8-yl)carbamoyl)-3-fluoro-5-(2-hydroxypropan-2-yl)thiophene-2-sulfonimidamide